ClC1=C2C=C(N(C2=CC=C1OC)C)C(=O)NC1(COCC1)C1=C(C=C(C=C1)C(C(=O)O)C)F (±)-2-{4-[3-(4-chloro-5-methoxy-1-methyl-1H-indole-2-amido)oxolan-3-yl]-3-fluorophenyl}propanoic acid